butylenedicarboxylate C(CCCC(=O)[O-])C(=O)[O-]